CC1N(C(CCC1)C)CCCN1CC=2C=CC=C(C2C1=O)C(=O)O 2-[3-(2,6-Dimethyl-piperidin-1-yl)-propyl]-3-oxo-2,3-dihydro-1H-isoindole-4-carboxylic acid